4-((3-(2,6-difluoro-3,5-dimethoxyphenyl)-7-(1,3-dimethyl-1H-pyrazol-4-yl)-2-oxo-3,4-dihydropyrido[4,3-d]pyrimidin-1(2H)-yl)methyl)-N-methylbenzamide FC1=C(C(=C(C=C1OC)OC)F)N1C(N(C2=C(C1)C=NC(=C2)C=2C(=NN(C2)C)C)CC2=CC=C(C(=O)NC)C=C2)=O